3-(4-chloro-3-(4-ethylpiperazin-1-yl)phenyl)-1-(6,7-dimethoxyquinazolin-4-yl)-1H-1,2,4-triazole-3,5-diamine ClC1=C(C=C(C=C1)C1(NN(C(=N1)N)C1=NC=NC2=CC(=C(C=C12)OC)OC)N)N1CCN(CC1)CC